CC(CCCCCCCCCCCCCCCCC(=O)O)CC 18-methyl-eicosanoic acid